tert-Butyl (R)-(1-(4-nitrophenyl)piperidin-3-yl)carbamate [N+](=O)([O-])C1=CC=C(C=C1)N1C[C@@H](CCC1)NC(OC(C)(C)C)=O